tert-Butyl (2S,3S)-3-(4-ethylpiperazin-1-yl)-2-methylpyrrolidine-1-carboxylate C(C)N1CCN(CC1)[C@@H]1[C@@H](N(CC1)C(=O)OC(C)(C)C)C